4-((2-cyano-5-methyl-4,5-dihydro-[1,2,4]triazolo[1,5-a]quinoxalin-6-yl)amino)-6-(cyclopropanecarboxamido)-N-(methyl-d3)pyridazine-3-carboxamide C(#N)C1=NN2C(CN(C3=C(C=CC=C23)NC2=C(N=NC(=C2)NC(=O)C2CC2)C(=O)NC([2H])([2H])[2H])C)=N1